C(C)(C)(C)OC(=O)N(C(OC(C)(C)C)=O)C1=NN2C(C=C(C=C2)C=2C=NC=C(C2)C=2C=NN(C2)[C@@H](C(C)(F)F)C2=CC=C(C=C2)F)=N1 tert-butyl (R)-(tert-butoxycarbonyl)(7-(5-(1-(2,2-difluoro-1-(4-fluorophenyl)propyl)-1H-pyrazol-4-yl)pyridin-3-yl)-[1,2,4]triazolo[1,5-a]pyridin-2-yl)carbamate